C(C)N(CC(=O)O)CCC 2-[ETHYL(PROPYL)AMINO]ACETIC ACID